(4-(2,3-difluoro-4-(1H-pyrazole-4-yl)phenyl)piperidin-1-yl)(1-hydroxycyclohexyl)methanone FC1=C(C=CC(=C1F)C=1C=NNC1)C1CCN(CC1)C(=O)C1(CCCCC1)O